Cl.N1CC(CCC1)C=1SC(=NN1)C=1C=NC(=CC1)C(F)(F)F 2-(piperidin-3-yl)-5-(6-(trifluoromethyl)pyridin-3-yl)-1,3,4-thiadiazole hydrochloride salt